ethyl N-{[5-chloro-4-(4-fluorophenyl)-2H-pyrazol-3-yl]carbamothioyl}carbamate ClC=1C(=C(NN1)NC(=S)NC(OCC)=O)C1=CC=C(C=C1)F